tert-butyl (1S,5S)-1-(hydroxymethyl)-3-azabicyclo[3.1.0]hexane-3-carboxylate OC[C@@]12CN(C[C@H]2C1)C(=O)OC(C)(C)C